(3-amino-5-(3-bromophenyl)-1H-pyrazol-1-yl)(3,4,5-trimethoxyphenyl)methanone NC1=NN(C(=C1)C1=CC(=CC=C1)Br)C(=O)C1=CC(=C(C(=C1)OC)OC)OC